C(C)N1CCN(CC1)C1CCN(CC1)C1=C(C=C(C=C1)NC1=NC(=C2C(=N1)N(N=C2)COCC[Si](C)(C)C)NC=2C=CC=C1CCN(C21)S(=O)(=O)C)F N6-(4-(4-(4-ethylpiperazin-1-yl)piperidin-1-yl)-3-fluorophenyl)-N4-(1-(methylsulfonyl)indolin-7-yl)-1-((2-(trimethylsilyl)ethoxy)methyl)-1H-pyrazolo[3,4-d]pyrimidine-4,6-diamine